OC1(CCN(CC1)C(C[C@@H](C)C1=CC=CC=C1)=O)CN1C=NC(=CC1=O)N1CCC(CC1)O (R)-3-((4-hydroxy-1-(3-phenylbutanoyl)piperidin-4-yl)methyl)-6-(4-hydroxypiperidin-1-yl)pyrimidin-4(3H)-one